methyl (R)-6-(1-benzylpiperidin-3-ylidene)-2-((tert-butoxycarbonyl)amino)-5-oxohexanoate C(C1=CC=CC=C1)N1CC(CCC1)=CC(CC[C@H](C(=O)OC)NC(=O)OC(C)(C)C)=O